C(C1=CC=CC=C1)OC1=CC(=NC(=C1)C)O 4-(benzyloxy)-6-methylpyridin-2-ol